6-(aminomethyl)-3,4-dihydro-2H-1,2λ6,3-benzoxathiazine-2,2-dione NCC=1C=CC2=C(CNS(O2)(=O)=O)C1